4-((3-Chloro-4-methoxypyrazolo[1,5-c]pyrimidin-5-yl)amino)-6-(cyclopropanecarboxamido)-N-(methyl-d3)nicotinamide ClC=1C=NN2C=NC(=C(C21)OC)NC2=CC(=NC=C2C(=O)NC([2H])([2H])[2H])NC(=O)C2CC2